(l)-3-(2-benzoyl-1,2,3,4-tetrahydroisoquinolin-5-yl)-3-(4-methoxyphenyl)phenylpropionic acid ethyl ester C(C)OC(C(C)C=1CC(C=CC1)(C1=CC=C(C=C1)OC)C1=C2CCN(CC2=CC=C1)C(C1=CC=CC=C1)=O)=O